FC=1C=C(C=CC1N1CCN(CC1)C1=CC=C(C=C1)OC)NC(OC1=CC=CC=C1)=O Phenyl (3-fluoro-4-(4-(4-methoxyphenyl)piperazin-1-yl)phenyl)carbamate